FC=1C(=NC(=NC1)OCC)C1N(CCC1)C fluoro-1-methylpyrrolidin-2-yl-ethoxypyrimidine